7-amino-4-benzyl-2H-benzo[b][1,4]Oxazin-3(4H)-one NC=1C=CC2=C(OCC(N2CC2=CC=CC=C2)=O)C1